2-(4-methylphenoxy)-N-(1H-pyrazol-3-yl)-N-(tetrahydrofuran-2-ylmethyl)acetamide CC1=CC=C(OCC(=O)N(CC2OCCC2)C2=NNC=C2)C=C1